(1s,6r)-7,7-dimethylbicyclo[4.1.0]hept-3-ene-3-carbaldehyde CC1([C@@H]2CC=C(C[C@H]12)C=O)C